1-benzyl-N-((5-phenyl-1,3,4-thiadiazol-2-yl)methyl)-1H-1,2,3-triazole-4-carboxamide C(C1=CC=CC=C1)N1N=NC(=C1)C(=O)NCC=1SC(=NN1)C1=CC=CC=C1